((3aS,4R,6R,6aS)-6-(4-chloro-7H-pyrrolo[2,3-d]pyrimidin-7-yl)-4-hydroxy-2,2-dimethyltetrahydro-4H-cyclopenta[d][1,3]dioxol-4-yl)methyl benzoate C(C1=CC=CC=C1)(=O)OC[C@@]1(C[C@H]([C@@H]2OC(O[C@@H]21)(C)C)N2C=CC1=C2N=CN=C1Cl)O